4-[[(1R)-1-[3-(difluoromethyl)-2-fluoro-phenyl]ethyl]amino]-2-methyl-8-(4-methylsulfonylphenyl)-6-morpholino-pyrido[4,3-d]pyrimidin-7-one FC(C=1C(=C(C=CC1)[C@@H](C)NC=1C=2C(N=C(N1)C)=C(C(N(C2)N2CCOCC2)=O)C2=CC=C(C=C2)S(=O)(=O)C)F)F